1-butyl bromide C(CCC)Br